NC1=CC(=C2C=NN(C2=C1)C1OCCCC1)C=1N=NN(C1)CC=1N=C2N(C=C(C=C2)CN(C(OC(C)(C)C)=O)CC2CCC2)C1 Tert-butyl ((2-((4-(6-amino-1-(tetrahydro-2H-pyran-2-yl)-1H-indazol-4-yl)-1H-1,2,3-triazol-1-yl)methyl)imidazo[1,2-a]pyridin-6-yl)methyl)(cyclobutylmethyl)carbamate